ClCC1=CC(=CC(=C1)C=C)CC1CC1 1-(chloromethyl)-3-(cyclopropylmethyl)-5-vinylbenzene